para-nitrotoluene-ortho-sulfonic acid [N+](=O)([O-])C=1C=C(C(C)=CC1)S(=O)(=O)O